(3s,4s)-8-(6-amino-5-bromopyrazin-2-yl)-3-methyl-2-oxa-8-azaspiro[4.5]decan-4-amine NC1=C(N=CC(=N1)N1CCC2([C@@H]([C@@H](OC2)C)N)CC1)Br